aspartyl-D-valine isopropyl ester C(C)(C)OC([C@H](NC([C@@H](N)CC(=O)O)=O)C(C)C)=O